(S)-2-acetamido-9-(5,6,7,8-tetrahydro-1,8-naphthyridin-2-yl)nonanoic acid C(C)(=O)N[C@H](C(=O)O)CCCCCCCC1=NC=2NCCCC2C=C1